4-((3-chloro-2-cyanophenyl)thio)-6-(5-methyl-1-(1-methylpiperidin-4-yl)-1H-pyrazol-4-yl)pyrazolo[1,5-a]pyridine-3-carbonitrile ClC=1C(=C(C=CC1)SC=1C=2N(C=C(C1)C=1C=NN(C1C)C1CCN(CC1)C)N=CC2C#N)C#N